3-(7-Methyl-1H-indazol-5-yl)-2-{[4-(2-oxo-1,4-dihydro-2H-quinazolin-3-yl)-piperidine-1-carbonyl]-amino}-propionic acid CC=1C=C(C=C2C=NNC12)CC(C(=O)O)NC(=O)N1CCC(CC1)N1C(NC2=CC=CC=C2C1)=O